11-octadecen-1-ol C(CCCCCCCCCC=CCCCCCC)O